FC1=C(NCC2=C(C=CC=C2)OC(F)(F)F)C=C(C(=C1)C)SCC(F)(F)F 2-fluoro-4-methyl-5-((2,2,2-trifluoroethyl)thio)-N-(2-(trifluoromethoxy)benzyl)aniline